C(C)(C)(C)OC(=O)N1C(C=2C(CC1)=NN(C2)C2=CC(=C(C(=C2)C)F)C)C 2-(4-fluoro-3,5-dimethylphenyl)-4-methyl-2,4,6,7-tetrahydro-5H-pyrazolo[4,3-c]Pyridine-5-carboxylic acid tert-butyl ester